4-(2,3,4-trimethoxybenzyl)piperazin COC1=C(CN2CCNCC2)C=CC(=C1OC)OC